3-(tert-butyl)-N-(2-(2-(spiro[2.2]pentane-1-carboxamido)pyridin-4-yl)-6,7,8,9-tetrahydro-5H-benzo[7]annulen-5-yl)-1,2,4-oxadiazole-5-carboxamide C(C)(C)(C)C1=NOC(=N1)C(=O)NC1CCCCC2=C1C=CC(=C2)C2=CC(=NC=C2)NC(=O)C2CC21CC1